2-(2-chlorophenyl)-2-[4-(trifluoromethyl)-2-pyridinyl]acetamide ClC1=C(C=CC=C1)C(C(=O)N)C1=NC=CC(=C1)C(F)(F)F